C(#C)C1=CC=C(C=C1)CCCC 1-ethynyl-4-butylbenzene